3-(1-methyl-6-(piperidin-4-yl)-1H-indazol-3-yl)piperidine-2,6-dione trifluoroacetate FC(C(=O)O)(F)F.CN1N=C(C2=CC=C(C=C12)C1CCNCC1)C1C(NC(CC1)=O)=O